OC1=C(C#N)C=CC=N1 2-hydroxynicotinonitrile